FC1CC(N(C1)C(CC=1OC(N(N1)C)=O)=O)C(=O)NC(C1=CC=CC=C1)C1=NC(=C(C=C1)C(C)C)F 4-fluoro-N-{[6-fluoro-5-(propan-2-yl)pyridin-2-yl](phenyl)methyl}-1-[2-(4-methyl-5-oxo-4,5-dihydro-1,3,4-oxadiazol-2-yl)acetyl]pyrrolidine-2-carboxamide